1,2-Bis(di-phenylphosphinomethyl)benzol C1(=CC=CC=C1)P(C1=CC=CC=C1)CC1=C(C=CC=C1)CP(C1=CC=CC=C1)C1=CC=CC=C1